CC(C(=C=O)C)[Si](C1=CC=CC=C1)(C)C methyl-(dimethylphenylsilyl)dimethylketene